(±)-trans-3-(2,3-dihydro-1,4-benzodioxin-5-ylcarbamoyl)-4-phenylpyrrolidine-1-carboxylic acid tert-butyl ester C(C)(C)(C)OC(=O)N1C[C@H]([C@@H](C1)C1=CC=CC=C1)C(NC1=CC=CC=2OCCOC21)=O |r|